(3,4,5-trifluorophenyl)pyrrolidin-3-carboxamide FC=1C=C(C=C(C1F)F)N1CC(CC1)C(=O)N